C(C=CC1=CC=CC=C1)C1=C(C(N(C1C1=CC(=CC=C1)[N+](=O)[O-])C1=CC=C(C=C1)OC)=O)O 4-cinnamyl-3-hydroxy-5-(3-nitrophenyl)-1-(4-methoxyphenyl)-1H-pyrrol-2(5H)-one